(±)-2-fluoro-4-hydroxy-N-methoxy-N-methylbutanamide F[C@@H](C(=O)N(C)OC)CCO |r|